1-[(2R)-3-diethoxyphosphoryl-2-methyl-propoxy]-2,3-difluoro-4-(4-pentylcyclohexyl)benzene C(C)OP(=O)(OCC)C[C@@H](COC1=C(C(=C(C=C1)C1CCC(CC1)CCCCC)F)F)C